3-bromo-6-fluoro-2-methyl-N-(2-methylprop-2-yl)benzenesulfonamide BrC=1C(=C(C(=CC1)F)S(=O)(=O)NC(C)(C)C)C